ClC1=CC=NC=2N1N=CC2 7-Chloropyrazolo[1,5-a]pyrimidine